C(C)=NCCC[Si](OC)(OC)OC N-ethylidene-3-(trimethoxysilyl)-1-propylamine